2-(5-chloro-2-(1-trityl-1H-tetrazol-5-yl)phenyl)-N-(6-(((6-cyclopropylimidazo[1,2-a]pyridin-2-yl)methyl)amino)pyrimidin-4-yl)acetamide ClC=1C=CC(=C(C1)CC(=O)NC1=NC=NC(=C1)NCC=1N=C2N(C=C(C=C2)C2CC2)C1)C1=NN=NN1C(C1=CC=CC=C1)(C1=CC=CC=C1)C1=CC=CC=C1